(R)-8-((S)-2-aminobutyryl)-3-(2-(4-(4-fluorophenyl)piperazin-1-yl)ethyl)-2-oxa-8-azaspiro[4.5]decan-1-one N[C@H](C(=O)N1CCC2(C[C@@H](OC2=O)CCN2CCN(CC2)C2=CC=C(C=C2)F)CC1)CC